C(O[C@@H]1[C@@](O[C@H](C1)N1C2=NC(=NC(=C2N=C1)N)F)(C#C)COC(=O)OCCC12CC3CC(CC(C1)C3)C2)(OCCC23CC1CC(CC(C2)C1)C3)=O ((2R,3S,5R)-2-((((2-(1-adamantyl)ethoxy)carbonyl)oxy)methyl)-5-(6-amino-2-fluoro-9H-purin-9-yl)-2-ethynyltetrahydro-furan-3-yl) 2-(1-adamantyl)ethyl carbonate